C(C)OP(OCC)=O.[Fe] iron diethylphosphonate